3-(3-bromophenyl)thietane-3-carboxamide Tert-butyl-2-((5-chloro-2-(1H-1,2,4-triazol-1-yl)phenyl)amino)-2-oxoacetate C(C)(C)(C)OC(C(=O)NC1=C(C=CC(=C1)Cl)N1N=CN=C1)=O.BrC=1C=C(C=CC1)C1(CSC1)C(=O)N